N1N=NN=C1CC[C@@H]1C[C@@H]2C[C@H](NC[C@@H]2CC1)C(=O)O |r| (3SR,4aRS,6RS,8aRS)-6-[2-(1H-tetrazol-5-yl)ethyl]decahydroisoquinoline-3-carboxylic acid